ClC=1C=C(C=CC1C(=O)N1C(C=2C(CC1)=C(N(N2)C)C2=CC(=CC(=C2)F)F)C)CCC2CC(NC2)=O 4-[2-[3-chloro-4-[3-(3,5-difluorophenyl)-2,7-dimethyl-5,7-dihydro-4H-pyrazolo[3,4-c]pyridine-6-carbonyl]phenyl]ethyl]pyrrolidin-2-one